N1=C(C=CC=C1)C=1OC(=NN1)N1[C@H](C2=C(CC1)NC=N2)C2=NN1C(C=CC=C1C(F)(F)F)=C2 (R)-2-(pyridin-2-yl)-5-(4-(7-(trifluoromethyl)pyrazolo[1,5-a]pyridin-2-yl)-6,7-dihydro-1H-imidazo[4,5-c]pyridin-5(4H)-yl)-1,3,4-oxadiazole